2-hydroxy-4-methylquinoline-3-carbonitrile OC1=NC2=CC=CC=C2C(=C1C#N)C